2-(1,3-Benzothiazol-2-ylamino)-2-cyclooctyl-N-(2-oxospiro[1H-indole-3,4'-oxane]-6-yl)-acetamide S1C(=NC2=C1C=CC=C2)NC(C(=O)NC2=CC=C1C(=C2)NC(C12CCOCC2)=O)C2CCCCCCC2